C1(CCCCC1)NC(=O)N1CCN(CC1)C1=CC=CC=C1 N-cyclohexyl-4-phenylpiperazine-1-carboxamide